3-(pyrrolidin-1-yl)propanamide N1(CCCC1)CCC(=O)N